2'-(2,3,4,5-tetrafluorophenyl)-6,6'-difluoro-2,4'-biquinoline-4-carboxylic acid FC1=C(C=C(C(=C1F)F)F)C1=NC2=CC=C(C=C2C(=C1)C1=NC2=CC=C(C=C2C(=C1)C(=O)O)F)F